(3-cyano-2,6-difluorophenyl)boronic acid C(#N)C=1C(=C(C(=CC1)F)B(O)O)F